tert-butyl ((2-(3-(ethylamino)-5-((1s,3s)-3-methyl-1-(4-methyl-4H-1,2,4-triazol-3-yl)cyclobutyl)phenyl)-3-oxo-7-(trifluoromethyl)isoindolin-5-yl)methyl)(1-methylcyclobutyl)-carbamate C(C)NC=1C=C(C=C(C1)C1(CC(C1)C)C1=NN=CN1C)N1CC2=C(C=C(C=C2C1=O)CN(C(OC(C)(C)C)=O)C1(CCC1)C)C(F)(F)F